C(CCCCCCCCCCCCCCCCCCC)S(=O)(=O)O eicosyl-sulfonic acid